OC[C@]1(OCCC2=C1NC(C1=C2C=C(S1)C=1C=NNC1)=O)C (S)-4-(hydroxymethyl)-4-methyl-8-(1H-pyrazol-4-yl)-1,5-dihydro-2H-pyrano[3,4-b]thieno[3,2-d]pyridin-6(4H)-one